CN(CCC(C(=O)N[C@H]1CN(CCC1)CC1=CC(=NC=C1)C(=O)NC1=CC=C(C=C1)C1=CC2=C(N=CN=C2N2CCOCC2)N1)=C)C (R)-4-((3-(4-(dimethylamino)-2-methylenebutanamido)piperidin-1-yl)methyl)-N-(4-(4-morpholino-7H-pyrrolo[2,3-d]pyrimidin-6-yl)phenyl)picolinamide